chloroformamide ClNC=O